C1(=CC=CC=C1)C(CCC(=O)C1=CC=CC=C1)=O 1,4-diphenylbutane-1,4-dione